(2s,5s)-5-[3-(dimethylamino)propionyloxy]-1-(6-oxo-6-undecoxy-hexyl)piperidine-2-carboxylic acid [8-(1-octylnonyloxy)-8-oxo-octyl] ester C(CCCCCCC)C(CCCCCCCC)OC(CCCCCCCOC(=O)[C@H]1N(C[C@H](CC1)OC(CCN(C)C)=O)CCCCCC(OCCCCCCCCCCC)=O)=O